(±)-tert-butyl (1S,2R,3R,5R)-3-((6-(2-(dimethylcarbamoyl)-5-methoxybenzofuran-6-yl)pyridazin-3-yl)(methyl)amino)-2-fluoro-8-azabicyclo[3.2.1]octane-8-carboxylate CN(C(=O)C=1OC2=C(C1)C=C(C(=C2)C2=CC=C(N=N2)N([C@H]2[C@H]([C@@H]1CC[C@H](C2)N1C(=O)OC(C)(C)C)F)C)OC)C |r|